2-methyl-3-(4,5-dihydroisoxazole-3-yl)-4-methylsulfonyl-benzoic acid CC1=C(C(=O)O)C=CC(=C1C1=NOCC1)S(=O)(=O)C